CN1N=C(C=C1C)NC1=NC=C(C(=N1)C1=CNC2=C(C=CC=C12)NC(CN1C[C@H](CC1)OC1=NC=CC(=N1)C1=CC=CC=C1)=O)C (S)-N-(3-(2-((1,5-dimethyl-1H-pyrazol-3-yl)amino)-5-methylpyrimidin-4-yl)-1H-indol-7-yl)-2-(3-((4-phenylpyrimidin-2-yl)oxy)pyrrolidin-1-yl)acetamide